{1,5,9-triazacyclododecane-1,5,9-triyltris[methylene(2-hydroxy-5-methyl-3,1-phenylene)carbonylazanediylmethylene]}tris(phosphonic acid) N1(CCCN(CCCN(CCC1)CC=1C(=C(C=C(C1)C)C(=O)NCP(O)(O)=O)O)CC=1C(=C(C=C(C1)C)C(=O)NCP(O)(O)=O)O)CC=1C(=C(C=C(C1)C)C(=O)NCP(O)(O)=O)O